(R)-1-(3-fluorophenyl)-2-(neopentylamino)ethan-1-ol FC=1C=C(C=CC1)[C@H](CNCC(C)(C)C)O